Br.FC(CC(C(=O)O)NC)(F)F 4,4,4-trifluoro-2-(methylamino)butanoic acid hydrobromide